NC([C@H](CNC(C1=CC=C(C=C1)O[C@@H](CC1CCOCC1)C1=CC=C(C=C1)C1=CC=C(C=C1)C(F)(F)F)=O)O)=O N-((S)-3-amino-2-hydroxy-3-oxopropyl)-4-((S)-2-(tetrahydro-2H-pyran-4-yl)-1-(4'-(trifluoromethyl)-[1,1'-biphenyl]-4-yl)ethoxy)benzamide